N1(CCC2=CC=CC=C12)C(\C=C\[C@H](CC(C)C)NC(=O)[C@H]1OCCCN(C1)C(=O)OC(C)(C)C)=O tert-Butyl (2S)-{[(2E,4S)-1-(2,3-dihydro-1H-indol-1-yl)-6-methyl-1-oxohept-2-en-4-yl]carbamoyl}-1,4-oxazepane-4-carboxylate